C(#C)C=1C=C(C(=NC1)F)NC=1C2=C(N=CN1)C=CC(=N2)N2CC1(CCN1C(C=C)=O)C2 1-(6-(4-((5-Ethynyl-2-fluoropyridin-3-yl)amino)pyrido[3,2-d]pyrimidin-6-yl)-1,6-diazaspiro[3.3]heptan-1-yl)prop-2-en-1-one